C(C)(C)(C)OC(=O)C1=CC=C(C=C1)C(C1=CC=CC(=N1)C(=O)OC)O methyl 6-((4-(tert-butoxycarbonyl)phenyl)(hydroxy)methyl)picolinate